8-Bromo-6-methoxyquinolin-4-ol BrC=1C=C(C=C2C(=CC=NC12)O)OC